(S)-2-(5-((4-((2-Chloro-5-((1-methyl-1H-pyrazol-4-yl)ethynyl)pyridin-4-yl)amino)butan-2-yl)oxy)-1-methyl-1H-pyrazol-4-yl)pyrimidin-4-amine ClC1=NC=C(C(=C1)NCC[C@H](C)OC1=C(C=NN1C)C1=NC=CC(=N1)N)C#CC=1C=NN(C1)C